CC(C)(S(=O)NC(C)(CC)C1=NC(=NC=C1)NS(=O)(=O)C1CC1)C N-(4-(2-(1,1-dimethylethylsulfinamido)butan-2-yl)pyrimidin-2-yl)cyclopropanesulfonamide